4-epoxycyclohexanol C12C(CC(CC1)O)O2